tert-Butyl 4-ethyl-5,6-dihydropyrido[3,4-d]pyrimidine-7(8H)-carboxylate C(C)C=1C2=C(N=CN1)CN(CC2)C(=O)OC(C)(C)C